FC1CC(CCC1)P(OC1CC(CCC1)F)(OC1CC(CCC1)F)=O di(3-fluorocyclohexyl) (3-fluorocyclohexyl)phosphonate